[N+](=O)([O-])C=1C=CC2=C(C(=N[C@H](C=3N2C(=NN3)SCN3CCOCC3)CCC(=O)OC)C3=C(C=CC=C3)Cl)C1 methyl (S)-3-(8-nitro-6-(2-chlorophenyl)-1-((morpholinomethyl)thio)-4H-benzo[f][1,2,4]triazolo[4,3-a][1,4]diazepin-4-yl)propionate